O=C1N(C(C=C1C1=CC=CC=C1)=O)CC1CCN(CC1)C#N 4-((2,5-dioxo-3-phenyl-2,5-dihydro-1H-pyrrol-1-yl)methyl)piperidine-1-carbonitrile